C(C#CC)N1N=C2C(N(C(C=C2N2[C@H](CN([C@@H](C2)CC)C(C)C2=NC3=CC=CC=C3N=C2)C)=O)C)=C1 2-(but-2-yn-1-yl)-7-((2s,5r)-5-ethyl-2-methyl-4-(1-(quinoxalin-2-yl)ethyl)piperazin-1-yl)-4-methyl-2,4-dihydro-5H-pyrazolo[4,3-b]pyridin-5-one